3-(indolin-1-ylsulfonyl)-N-(pyridin-3-yl)benzamide N1(CCC2=CC=CC=C12)S(=O)(=O)C=1C=C(C(=O)NC=2C=NC=CC2)C=CC1